N[C@H](CC1=C(C=2N=NC=C(C2S1)NCC=1SC=CC1)OC)C 6-[(2S)-2-aminopropyl]-7-methoxy-N-[(thiophen-2-yl)methyl]thieno[3,2-c]pyridazin-4-amine